C(CCCCC)S Hexanthiol